NCCOCCOCCC(=O)NC1=C(C(=O)NC=2SC(=C(N2)C)C)C=CC(=C1)NCCCC (3-(2-(2-Aminoethoxy)ethoxy)propionylamino)-4-(butylamino)-N-(4,5-dimethylthiazol-2-yl)benzamide